C1(=CC=CC=C1)C=1C=CC=2NC3=CC=CC=C3C2C1 3-Phenylcarbazole